C(C)OC(=O)C1CC(C1)CC(C)=O 3-(2-oxopropyl)cyclobutane-1-carboxylic acid ethyl ester